C(C(C)C)(=O)OCOC(=O)OC1=CC=C(C=C1)[N+](=O)[O-] (((4-nitrophenoxy)carbonyl)oxy)methyl isobutyrate